3-(6,7-dichloro-2-(3-(trifluoromethyl)-1H-1,2,4-triazol-5-yl)-1H-indol-3-yl)isoxazol-5-ol ClC1=CC=C2C(=C(NC2=C1Cl)C1=NC(=NN1)C(F)(F)F)C1=NOC(=C1)O